C(CCCCC)C(C(=O)OCC(COC(C(CCCCCC)CCCCCC)=O)(COC(CCCCCCC)=O)COC(CCCCN(C)C)=O)CCCCCC 2-(((5-(Dimethylamino)pentanoyl)oxy)methyl)-2-((octanoyloxy) methyl)propane-1,3-diyl bis(2-hexyloctanoate)